methylsulfonic acid sodium salt [Na+].CS(=O)(=O)[O-]